C[C@@H]1CN(C[C@@H](N1)C)C1=NC=CC(=N1)CNC=1C2=C(N=CC1)NC=C2C2CCOCC2 N-((2-((3R,5S)-3,5-Dimethylpiperazin-1-yl)pyrimidin-4-yl)methyl)-3-(tetrahydro-2H-pyran-4-yl)-1H-pyrrolo[2,3-b]pyridin-4-amine